(R)-1-(((3-(3,3-difluorobutyl)-5-(4-fluorophenyl)-2-methyl-1,1-dioxido-7-(trifluoromethyl)-2,3,4,5-tetrahydrobenzo[f][1,2,5]thiadiazepin-8-yl)oxy)methyl)cyclopropane-1-carboxylic acid FC(CC[C@H]1N(S(C2=C(N(C1)C1=CC=C(C=C1)F)C=C(C(=C2)OCC2(CC2)C(=O)O)C(F)(F)F)(=O)=O)C)(C)F